CN1CCN(CC1)CCNC1=NC(=NC2=CC=CC=C12)NCCC1=CC=C(C=C1)C(F)(F)F N4-(2-(4-methylpiperazin-1-yl)ethyl)-N2-(4-(trifluoromethyl)phenethyl)quinazoline-2,4-diamine